NCC(C)(C)C1=CC(=C(C=C1)NC1=NC=C(C(=N1)NC1=C(C=CC=C1)P(C)(C)=O)Cl)OC (2-((2-((4-(1-amino-2-methylpropan-2-yl)-2-methoxyphenyl)amino)-5-chloropyrimidin-4-yl)amino)phenyl)dimethylphosphine oxide